columbium carbide C#[Nb]